(S)-3-((8-(pyridin-2-ylcarbamoyl)quinolin-5-yl)amino)pyrrolidine-1-carboxylic acid tert-butyl ester C(C)(C)(C)OC(=O)N1C[C@H](CC1)NC1=C2C=CC=NC2=C(C=C1)C(NC1=NC=CC=C1)=O